2-((1-cyclohexenyl)methyl)-4,5-dihydrooxazole C1(=CCCCC1)CC=1OCCN1